methyl 5-cyano-3-fluoro-2-methyl-benzoate C(#N)C=1C=C(C(=C(C(=O)OC)C1)C)F